C(C)(=O)NC(C(=O)C(C(=O)OCC)CC(=O)C1=C(C=CC=C1)N)CC(=O)C1=C(C=CC=C1)N ethyl 2-(2-acetamido-4-(2-aminophenyl)-4-oxobutanoyl)-4-(2-aminophenyl)-4-oxobutanoate